FC1=CC2=C(N(C(=N2)C)CCCN(C(OC(C)(C)C)=O)C)C(=C1)B1OC(C(O1)(C)C)(C)C tert-butyl N-[3-[5-fluoro-2-methyl-7-(4,4,5,5-tetramethyl-1,3,2-dioxaborolan-2-yl)benzimidazol-1-yl]propyl]-N-methyl-carbamate